CC1(N(CC(C1)C)C1=NC=CC=C1C(=O)NS(=O)(=O)C1=CC=CC(=N1)NCCCCNC(OC(C)(C)C)=O)C tert-butyl N-[4-[[6-[[2-(2,2,4-trimethylpyrrolidin-1-yl)pyridine-3-carbonyl] sulfamoyl]-2-pyridyl]amino]butyl]carbamate